(R)-2-amino-3-(isopropylamino)propionic acid N[C@@H](C(=O)O)CNC(C)C